N1=CC=C(C=C1)C1=CC=C(OCCC=2C=C3C(=CNC3=CC2)NC(C)=O)C=C1 N-(5-{2-[4-(pyridin-4-yl)phenoxy]ethyl}-1H-indol-3-yl)acetamide